CC[C@H](C)[C@@H](C(=O)N[C@@H](C)C(=O)N[C@@H](CCCN=C(N)N)C(=O)N[C@@H](CCCN=C(N)N)C(=O)N[C@@H](CC1=CN=CN1)C(=O)N2CCC[C@H]2C(=O)N[C@@H](CC3=CC=C(C=C3)O)C(=O)N[C@@H](CC4=CC=CC=C4)C(=O)N[C@@H](CC(C)C)C(=O)O)N The molecule is an oligopeptide comprising of nine amino acids with sequence L-Ile-L-Ala-L-Arg-L-Arg-L-His-L-Pro-L-Tyr-L-Phe-L-Leu. It was originally isolated from pepsin-treated human plasma and shares some sequence homology with the C-terminal end of neurotensin. It is a potent histamine releaser and may serve as an inflammatory mediator. It has a role as a human metabolite and a histamine releasing agent. It is a conjugate base of a kinetensin(2+).